C1(CCC1)NC1CC(C1)COC1=C(C=C2C(=NC=NC2=C1)OC=1C(=C2C=C(NC2=CC1)C)F)OC N-cyclobutyl-3-(((4-((4-fluoro-2-methyl-1H-indol-5-yl)oxy)-6-methoxyquinazolin-7-yl)oxy)methyl)cyclobutylamine